C(C=C)N1C(C2=NC(=CC=C2C1=O)NC1=NC=C(C(=N1)N[C@H](CO)C1=CC=CC=C1)C1=NC(=NO1)C12CCN(CC1)CC2)(C)C (S)-6-allyl-2-((4-((2-hydroxy-1-phenylethyl)amino)-5-(3-(quinuclidin-4-yl)-1,2,4-oxadiazol-5-yl)pyrimidin-2-yl)amino)-7,7-dimethyl-6,7-dihydro-5H-pyrrolo[3,4-b]pyridin-5-one